F[B-](F)(F)F.C1(=CC=CC=C1)[S+](C1=CC=C(C=C1)SC1=CC=CC=C1)C1=CC=CC=C1 diphenyl-4-(phenylthio)phenyl-sulfonium tetrafluoroborate